C1(C(CCCC1)CN=C=O)CN=C=O (Cyclohexane-1,2-diylbismethylene) diisocyanate